2-(2-fluoro-4-(pyrrolidin-2-yl)phenyl)-N-(3-(4-fluoropiperidin-1-yl)propyl)imidazo[2',1':2,3]thiazolo[4,5-c]pyridine-7-carboxamide FC1=C(C=CC(=C1)C1NCCC1)C=1N=C2SC3=C(C=NC(=C3)C(=O)NCCCN3CCC(CC3)F)N2C1